CC1=CC(=NC2=C1N=C(NC2=O)C2=NC=CC(=C2)C(F)(F)F)CCN2CCOCC2 8-methyl-6-(2-morpholinoethyl)-2-(4-(trifluoromethyl)pyridin-2-yl)pyrido[3,2-d]pyrimidin-4(3H)-one